5-Bromo-7-methyl-indazole-1-carboxylic acid tert-butyl ester C(C)(C)(C)OC(=O)N1N=CC2=CC(=CC(=C12)C)Br